2-[1-[(2,3-difluorophenyl)methyl]-5-oxopyrrolidin-2-yl]-N-ethylacetamid FC1=C(C=CC=C1F)CN1C(CCC1=O)CC(=O)NCC